C([O-])(O)=O.C(O)(O)=O.[K+] potassium carbonate (bicarbonate)